(S)-1'-(3-(2,3-dichlorophenyl)imidazo[1,5-a]pyrazin-8-yl)-5,7-dihydrospiro[cyclopenta[b]pyridine-6,4'-piperidine]-5-amine ClC1=C(C=CC=C1Cl)C1=NC=C2N1C=CN=C2N2CCC1(CC2)[C@@H](C=2C(=NC=CC2)C1)N